(4-(difluoromethyl)-2-(pyridin-2-yl)oxazol-5-yl)methanone FC(C=1N=C(OC1C=O)C1=NC=CC=C1)F